2-cyanoethyl (3-(dimethoxyphosphoryl)propyl) diisopropylphosphoramidite C(C)(C)N(P(OCCC#N)OCCCP(=O)(OC)OC)C(C)C